FC=1C=C(/C=C/C2=CC3=C(N=N2)OC2=C(O3)C=CC=C2)C=C(C1)F (E)-3-(3,5-Difluorostyryl)benzo[5,6][1,4]dioxino[2,3-c]pyridazine